7-((4-(2-methyl-6-((methyl-d3)-carbamoyl)pyridin-3-yl)piperazin-1-yl)methyl)-9-fluoropyrazolo[1,5-a]quinoxalin-4(5H)-one CC1=NC(=CC=C1N1CCN(CC1)CC=1C=C2NC(C=3N(C2=C(C1)F)N=CC3)=O)C(NC([2H])([2H])[2H])=O